COC1=CC=C(C=C1)N1C(C(CC1)C#N)=O 1-(4-methoxyphenyl)-2-oxopyrrolidine-3-carbonitrile